C1(CCCCC1)N(C1CCCCC1)CC N-cyclohexyl-N-ethylcyclohexanamine